CNC(=O)C1=CC=CC(=N1)C(=O)O 6-(methylcarbamoyl)picolinic acid